N,N-dimethyl-4-{1-[2-(2,2,2-trifluoroethoxy)phenyl]-4,6-dihydropyrrolo[3,4-c]pyrazol-5(1H)-yl}benzamide CN(C(C1=CC=C(C=C1)N1CC=2N(N=CC2C1)C1=C(C=CC=C1)OCC(F)(F)F)=O)C